FC(C(=O)O)(F)F.FC(C(=O)O)(F)F.N1N=CC(=C1)NC1=NC(=NC2=CC=C(C(=C12)OCC1CC1)C)C=1C=C(OCC(=O)NC(C)(C)C)C=CC1 2-(3-(4-((1H-pyrazol-4-yl)amino)-5-(cyclopropylmethoxy)-6-methylquinazolin-2-yl)phenoxy)-N-(tert-butyl)acetamide bistrifluoroacetic acid salt